N-(4-fluorobenzyl)-7-nitrobenzo[c][1,2,5]oxadiazol-4-amine FC1=CC=C(CNC2=CC=C(C3=NON=C32)[N+](=O)[O-])C=C1